FC=1C=C2CN(CC2=CC1)C1=NC=CC(=N1)C1=NC=CC(=N1)C#CC=1C=C2C=NNC2=CC1 5-((2'-(5-Fluoroisoindolin-2-yl)-[2,4'-bipyrimidin]-4-yl)ethynyl)-1H-indazole